(RS)-cis-4-(1-acryloylhexahydro-1H-pyrrolo[3,4-b]pyridin-6(2H)-yl)-5-fluoro-2,3-dimethyl-1H-indole-7-carboxamide C(C=C)(=O)N1[C@@H]2[C@H](CCC1)CN(C2)C2=C1C(=C(NC1=C(C=C2F)C(=O)N)C)C